5-(2-ethoxy-3-pyridinyl)-1-isopropyl-3-methyl-N-[(2-methyltriazol-4-yl)methyl]pyrazolo[4,3-b]pyridin-7-amine C(C)OC1=NC=CC=C1C1=CC(=C2C(=N1)C(=NN2C(C)C)C)NCC2=NN(N=C2)C